O1CCN(CC1)C(C(=O)[O-])N1CCOCC1.[NH2+]1CCOCC1 morpholin-4-ium 2,2-dimorpholinoacetate